rac-(6S,8aS)-6-(hydroxymethyl)-6,7,8,8a-tetrahydro-1H-pyrrolo[2,1-c][1,4]oxazin-4-one OC[C@@H]1CC[C@H]2COCC(N21)=O |r|